CN(C)CCCNCCCN(C)C N,N-bis(dimethylaminopropyl)amine